2-(((3-exo)-8-(2-cyanoethyl)-8-azabicyclo[3.2.1]oct-3-yl)amino)-N-(2-hydroxyethyl)-6-((5-methyl-1H-pyrazol-3-yl)amino)pyrimidine-4-carboxamide C(#N)CCN1C2CC(CC1CC2)NC2=NC(=CC(=N2)C(=O)NCCO)NC2=NNC(=C2)C